C1OCCN2N=C3C=CC=CC3=C21 3,4-dihydro-1H-[1,4]oxazino[4,3-b]indazol